O1CCC(CC1)NC1=NC=C(C(=N1)C1=CC=C2CN(C(C2=C1)=O)CC(=O)O)C(F)(F)F 2-(6-{2-[(oxan-4-yl)amino]-5-(trifluoromethyl)pyrimidin-4-yl}-1-oxo-2,3-dihydro-1H-isoindol-2-yl)acetic acid